(4-(((tert-butyldimethylsilyl)oxy)methyl)phenyl)methane-d2-ol [Si](C)(C)(C(C)(C)C)OCC1=CC=C(C=C1)C(O)([2H])[2H]